CN(CCOCCN(C)C)C Bis(2-dimethylaminoethyl)ether